FC1=C(C=CC(=N1)C(=O)NC)N1CCC(CC1)N1C2CC(C1)(C2)C2=NC1=CC=C(C=C1C(N2)=O)F 6-fluoro-5-(4-(4-(6-fluoro-4-oxo-3,4-dihydroquinazolin-2-yl)-2-azabicyclo[2.1.1]hexan-2-yl)piperidin-1-yl)-N-methylpicolinamide